5-[[2-[(2S,5S)-4,4-difluoro-2-(4-Fluorophenyl)-5-methyl-1-piperidyl]-2-oxo-acetyl]amino]pyridine-3-carboxamide FC1(C[C@H](N(C[C@@H]1C)C(C(=O)NC=1C=C(C=NC1)C(=O)N)=O)C1=CC=C(C=C1)F)F